hydroxy-N-methylleucine ON([C@@H](CC(C)C)C(=O)O)C